C(C)(=O)NCCCS(=O)(=O)O 3-acetylamino-1-propansulfonic acid